4-[1-(cyclobutyl-methyl)-8-dimethylamino-2-oxo-8-phenyl-1,3-diazaspiro[4.5]decan-3-yl]-N-methyl-benzamide C1(CCC1)CN1C(N(CC12CCC(CC2)(C2=CC=CC=C2)N(C)C)C2=CC=C(C(=O)NC)C=C2)=O